OCCC(C(C(=O)N)(CCCO)OC(CCCCCCCCCCCCCCC)=O)CCCCCCCCCCCCC Hydroxyethyl-palmitoyloxyhydroxypropyl-palmitoamide